CN1CC(OB(OC(C1)=O)C1=C(C(=C(C(=C1F)F)F)F)F)=O 6-methyl-2-(perfluorophenyl)-1,3,6,2-dioxazaborocane-4,8-dione